C(C)C1(CN(C1)C(CN1C(C2=C(C=C1)SC=C2C=2C=NC(=C(C2)C)F)=O)=O)F 5-(2-(3-ethyl-3-fluoroazetidin-1-yl)-2-oxoethyl)-3-(6-fluoro-5-methylpyridin-3-yl)thieno[3,2-c]pyridin-4(5H)-one